ClC=1C(=C(C=CC1)C1=NN=C(O1)[C@H]1N(C[C@@H](C1)F)C(=O)OC(C)(C)C)F tert-Butyl (2S,4R)-2-(5-(3-chloro-2-fluorophenyl)-1,3,4-oxadiazol-2-yl)-4-fluoropyrrolidine-1-carboxylate